7-bromo-2-(methanesulfinyl)-N-[(4-methoxy-1H-benzimidazol-2-yl)methyl]imidazo[2,1-f][1,2,4]triazin-4-amine BrC1=CN=C2C(=NC(=NN21)S(=O)C)NCC2=NC1=C(N2)C=CC=C1OC